BrC=1C=CC=2N(C1)C(=CN2)C(CN2CCOCC2)N2N=C(C(=C2)[N+](=O)[O-])F 4-(2-(6-Bromoimidazo[1,2-a]pyridin-3-yl)-2-(3-fluoro-4-nitro-1H-pyrazol-1-yl)ethyl)morpholine